NCCS(=O)(=O)OCC(C)=O.[Na] sodium acetylmethyl taurate